(4-methoxyphenyl)-2-nitroaniline COC1=CC=C(C=C1)NC1=C(C=CC=C1)[N+](=O)[O-]